(S)-N-(2',4'-difluoro-5-(7-(morpholin-2-ylmethoxy)imidazo[1,2-a]pyridin-3-yl)-[1,1'-biphenyl]-3-yl)methanesulfonamide FC1=C(C=CC(=C1)F)C1=CC(=CC(=C1)C1=CN=C2N1C=CC(=C2)OC[C@@H]2CNCCO2)NS(=O)(=O)C